CN(CCC(=O)NC1CCC(CC1)N1C(C=C(C2=C1N=C(N=C2)NC2=CC=C(C=C2)N2CCN(CC2)C)C#C)=O)C 3-(Dimethylamino)-N-[(1s,4s)-4-(5-ethynyl-2-{[4-(4-methylpiperazin-1-yl)phenyl]amino}-7-oxopyrido[2,3-d]pyrimidin-8-yl)cyclohexyl]propanamide